ethyl 2-(4-bromo-3-(2-ethoxy-2-oxoethyl)-1H-pyrazol-1-yl)-3-methylbutanoate BrC=1C(=NN(C1)C(C(=O)OCC)C(C)C)CC(=O)OCC